CC(C(=O)N)CCC 2-methyl-pentanamide